N-(2-methoxyethyl)-N-chloromethylcarbamic acid 6-azidohexyl ester N(=[N+]=[N-])CCCCCCOC(N(CCl)CCOC)=O